N1=CC=C(C=C1)C=1NC(=NN1)C1CCN(CC1)C(=O)[O-] 4-(5-pyridin-4-yl-4H-1,2,4-triazol-3-yl)piperidine-1-carboxylate